2-[[isobutyl(methyl)carbamoyl]amino]-4-[2-methoxyethyl-[4-(5,6,7,8-tetrahydro-1,8-naphthyridin-2-yl)butyl]amino]butanoic acid C(C(C)C)N(C(=O)NC(C(=O)O)CCN(CCCCC1=NC=2NCCCC2C=C1)CCOC)C